OC(CCCCCCCC(=O)OCCC(CCCCC)CCCCC)CCCCCCCC(=O)O[C@H]1[C@]2(CC[C@@H](C1)C2(C)C)C 1-(3-pentyloctyl) 17-((1S,2R,4S)-1,7,7-trimethylbicyclo[2.2.1]heptan-2-yl) 9-hydroxyheptadecanedioate